tert-butyl ((2-((1-oxo-5-phenyl-2,7-naphthyridin-2(1H)-yl)methyl)imidazo[1,2-a]pyridin-6-yl)methyl)(pyridin-2-yl)carbamate O=C1N(C=CC2=C(C=NC=C12)C1=CC=CC=C1)CC=1N=C2N(C=C(C=C2)CN(C(OC(C)(C)C)=O)C2=NC=CC=C2)C1